N,N-diethylleucylaminonaphthalenesulfonyl chloride C(C)N([C@@H](CC(C)C)C(=O)NC1=C(C2=CC=CC=C2C=C1)S(=O)(=O)Cl)CC